2-amino-5-(3-chloro-4-(((R)-2-methylpyrrolidin-1-yl)methyl)phenyl)-N-((1R,4R)-4-hydroxy-4-methylcyclohexyl)nicotinamide NC1=C(C(=O)NC2CCC(CC2)(C)O)C=C(C=N1)C1=CC(=C(C=C1)CN1[C@@H](CCC1)C)Cl